Methyl (E)-4-(2-((2-(tert-butoxy) ethoxy) imino) ethyl)-2-((2-fluorophenyl) amino)-1-methyl-6-oxo-1,6-dihydropyridine-3-carboxylate C(C)(C)(C)OCCO\N=C\CC=1C(=C(N(C(C1)=O)C)NC1=C(C=CC=C1)F)C(=O)OC